4-((4-aminophenyl)methyl)-2-isopropylaniline NC1=CC=C(C=C1)CC1=CC(=C(N)C=C1)C(C)C